ClC1=CC(=C(OCC=2C=NC=C(C(=O)O)C2)C=C1OCC1=C(C(=CC=C1)C1=CC2=C(OCCO2)C=C1)C)C=O 5-((4-Chloro-5-((3-(2,3-dihydrobenzo[b][1,4]dioxin-6-yl)-2-methylbenzyl)oxy)-2-formylphenoxy)methyl)nicotinic acid